4,4-difluoro-3-(methoxymethyl)piperidine FC1(C(CNCC1)COC)F